BrCC1=C(C=C(C=N1)C=1OC(=NN1)C(F)F)F 2-(6-(bromomethyl)-5-fluoropyridine-3-yl)-5-(difluoromethyl)-1,3,4-oxadiazole